5-bromo-N-[(1,1-dioxo-1λ6-thiapentan-3-yl)methyl]-1H-indazole-3-carboxamide BrC=1C=C2C(=NNC2=CC1)C(=O)NCC(CS(=O)=O)CC